2-phenyl-benzo[H]quinoline C1(=CC=CC=C1)C1=NC2=C3C(=CC=C2C=C1)C=CC=C3